O=C1N(C(CC1)C(F)(F)F)C(=O)[O-] 2-oxo-5-(trifluoromethyl)pyrrolidine-1-carboxylate